2-[2-(2-chloroethoxy)ethoxy]acetic acid ClCCOCCOCC(=O)O